rac-2,2-bis(diphenylphosphino)-1,1-binaphthyl C1(=CC=CC=C1)P(C1(C(=C2C=CC=CC2=CC1)C1=CC=CC2=CC=CC=C12)P(C1=CC=CC=C1)C1=CC=CC=C1)C1=CC=CC=C1